COC1=CC=C(C=C1)NC(=O)N[C@@H](C)C1=CC=CC2=CC=CC=C12 (s)-1-(4-methoxyphenyl)-3-(1-(naphthalen-1-yl)ethyl)urea